3-(1-hydroxy-4-methylpyrido[3,4-d]pyridazin-7-yl)-3,8-diazabicyclo[3.2.1]octane-8-carboxylic acid tert-butyl ester C(C)(C)(C)OC(=O)N1C2CN(CC1CC2)C2=CC=1C(=C(N=NC1O)C)C=N2